5,6-dimethyl-4-(4,4,5,5-tetramethyl-1,3,2-dioxaborolan-2-yl)-1-((2-(trimethylsilyl)ethoxy)methyl)-1H-benzo[d][1,2,3]triazole CC1=C(C2=C(N(N=N2)COCC[Si](C)(C)C)C=C1C)B1OC(C(O1)(C)C)(C)C